tert-butyl ((S)-1-(4-(((R)-1-(3-(difluoromethyl)-2-fluorophenyl)ethyl)amino)quinolin-6-yl)pyrrolidin-3-yl)carbamate FC(C=1C(=C(C=CC1)[C@@H](C)NC1=CC=NC2=CC=C(C=C12)N1C[C@H](CC1)NC(OC(C)(C)C)=O)F)F